C(C)(=O)OC1CCN(CC1)C=1C=C2C(=NN1)C=1N(C(N2CC2=CC=C(C=C2)Cl)=O)C(=NN1)C(C)(C)C 1-[3-tert-butyl-6-(4-chlorobenzyl)-5-oxo-5,6-dihydro[1,2,4]triazolo[4',3':1,6]pyrimido[5,4-c]pyridazin-8-yl]piperidin-4-yl acetate